C(CCC)OC(OCCCC)=O Dibutylcarbonat